NC1=C(C=O)C=CC(=C1)OCC1=CC=CC=C1 2-AMINO-4-BENZYLOXYBENZALDEHYDE